C1(CC2C(CC1)O2)CC[Si](OCCCC)(OCCCC)OCCCC (3,4-epoxycyclohexyl)ethyl-tributoxysilane